N-((s)-1-(3-(3-chloro-4-cyanophenyl)-1H-pyrazol-1-yl)-propan-2-yl)-5-(1-hydroxyethyl)-1H-pyrazole-3-carboxamide ClC=1C=C(C=CC1C#N)C1=NN(C=C1)C[C@H](C)NC(=O)C1=NNC(=C1)C(C)O